C(C1=CC=CC=C1)OC(CNC(C1=C(C=CC(=C1)OC)N)=O)=O (2-Amino-5-methoxybenzoyl)glycine benzyl ester